NC1=NC=2N(C=C1\C=C\CC1=CC=C(C=C1)CN1CCNCC1)C=C(N2)C2=C(C=CC=C2)O (E)-2-(7-amino-6-(3-(4-(piperazin-1-ylmethyl)phenyl)prop-1-en-1-yl)imidazo[1,2-a]pyrimidin-2-yl)phenol